C(C)S(=O)(=O)N1C[C@H](C(C1)[C@H]1N2C(C3=CC=CC=C13)=CN=C2)O (S)-1-(ethylsulfonyl)-4-((R)-5H-imidazo[5,1-a]isoindol-5-yl)pyrrolidin-3-ol